5-azaspiro[4.5]decan-5-ium tetrafluoroborate F[B-](F)(F)F.C1CCC[N+]12CCCCC2